OC1=CC=C(C=C1)SC1=CC=C(C(=O)O)C=C1 4-((4-hydroxyphenyl)thio)benzoic acid